ClC=1C=C(C=CC1Cl)C(C(=O)NNC(=O)C1(CN(CC12CN(C2)C(=O)[C@@H]2C(C2)(C)C)C(=O)C2=CN=CS2)F)(F)F N'-(2-(3,4-dichlorophenyl)-2,2-difluoroacetyl)-2-((S)-2,2-dimethylcyclopropane-1-carbonyl)-8-fluoro-6-(thiazole-5-carbonyl)-2,6-diazaspiro[3.4]octane-8-carbohydrazide